FC=1C=C2C(=CN(C2=CC1F)C)C1=NC(=NC=C1F)NC=1C=CC(=C(C1)NC(C)=O)N(C)CCN(C)C N-(5-((4-(5,6-difluoro-1-methyl-1H-indol-3-yl)-5-fluoropyrimidin-2-yl)amino)-2-((2-(dimethylamino)ethyl)(methyl)amino)phenyl)acetamide